C(C)OC(CN(S(=O)(=O)C1=C(C=CC=C1)[N+](=O)[O-])CC1=CC=CC=C1)=O 2-[Benzyl-(2-nitrophenyl)sulfonyl-amino]acetic acid ethyl ester